1-(4-(5-(4-tert-butylphenyl)-4,5-dihydroisoxazol-3-yl)benzyl)azetidine-3-carboxylic acid methyl ester COC(=O)C1CN(C1)CC1=CC=C(C=C1)C1=NOC(C1)C1=CC=C(C=C1)C(C)(C)C